3-(2-Boronoethyl)-2-hydroxy-6-{[1-(1-methyl-L-prolyl)azetidin-3-yl]oxy}benzoic acid B(O)(O)CCC=1C(=C(C(=O)O)C(=CC1)OC1CN(C1)C([C@H]1N(CCC1)C)=O)O